C(C)OC(=O)C1=C(N=C(S1)NC1=NC(=CC(=N1)C1(CCNCC1)C(=O)OC(C)(C)C)N1CCC(CC1)O)C 2-[4-(4-tert-butyloxycarbonyl-1,2,3,6-tetrahydropyridin-4-yl)-6-(4-hydroxy-piperidin-1-yl)-pyrimidin-2-ylamino]-4-methylthiazole-5-carboxylic acid ethyl ester